(2R)-2-methyl-N-[2-(1-{[3-(trifluoromethoxy)phenyl]methyl}piperidin-4-yl)ethyl]-4-(3,4,5-trifluorophenyl)piperazine-1-carboxamide C[C@H]1N(CCN(C1)C1=CC(=C(C(=C1)F)F)F)C(=O)NCCC1CCN(CC1)CC1=CC(=CC=C1)OC(F)(F)F